F[B-](F)(F)F.C(CCCCC)P(CCCCCCCCCCCCCC)(CCCCCC)CCCCCC trihexyl-(tetradecyl)phosphine tetrafluoroborate